3-(2-(5-(3-bromobenzylidene)-3-(2,4-dimethylphenyl)-4-oxothiazolidine-2-ylidene)hydrazono)-5-fluoro-1H-indol-2-one BrC=1C=C(C=C2C(N(C(S2)=NN=C2C(NC3=CC=C(C=C23)F)=O)C2=C(C=C(C=C2)C)C)=O)C=CC1